tris(1,4-di-t-butylphenyl) phosphite P(OC1(CC=C(C=C1)C(C)(C)C)C(C)(C)C)(OC1(CC=C(C=C1)C(C)(C)C)C(C)(C)C)OC1(CC=C(C=C1)C(C)(C)C)C(C)(C)C